C1(CCCCC1)N1C(C2=CC(=C(C=C2C(=C1)C(C)C)N1N=C(N(C1=O)CC)CO)F)=O 2-Cyclohexyl-6-(4-ethyl-3-(hydroxymethyl)-5-oxo-4,5-dihydro-1H-1,2,4-triazol-1-yl)-7-fluoro-4-isopropylisoquinolin-1(2H)-one